6-chloro-4-((1-methylpiperidin-4-yl)oxy)pyridinecarbonitrile ClC1=CC(=CC(=N1)C#N)OC1CCN(CC1)C